(hydroxymethyl) butan-yl hydrogen phosphate P(=O)(OCO)(OCCCC)O